4-(5-(2-(methoxy)-N-methylacetamido)-N-methyl-1,2,3,4-tetrahydroisoquinoline-1-carboxamido)benzoic acid tert-butyl ester hydrochloride Cl.C(C)(C)(C)OC(C1=CC=C(C=C1)N(C(=O)C1NCCC2=C(C=CC=C12)N(C(COC)=O)C)C)=O